tert-Butyl N-[4-(7-fluoro-1-tetrahydropyran-2-yl-indazole-4-carbonyl)-5-hydroxy-2-methyl-3-pyridyl]carbamate FC1=CC=C(C=2C=NN(C12)C1OCCCC1)C(=O)C1=C(C(=NC=C1O)C)NC(OC(C)(C)C)=O